FC(C(=O)O)(F)F.FC(C(=O)O)(F)F.C(C1=CC=CC=C1)N1C(=NN=C1C1=C(C=C(C=C1)C=1CCNCC1)F)C1=CC=C(C=C1)C=1CCNCC1 4-(4-(4-benzyl-5-(2-fluoro-4-(1,2,3,6-tetrahydropyridin-4-yl)phenyl)-4H-1,2,4-triazol-3-yl)phenyl)-1,2,3,6-tetrahydropyridine bistrifluoroacetic acid salt